Ethyl 2-(2,6-dimethyl-4-(1-(5-oxo-4-(4-(trifluoromethoxy)phenyl)-4,5-dihydro-1H-1,2,4-triazol-1-yl)prop-yl)phenoxy)-2-methylpropionate CC1=C(OC(C(=O)OCC)(C)C)C(=CC(=C1)C(CC)N1N=CN(C1=O)C1=CC=C(C=C1)OC(F)(F)F)C